C(=C)C=1C=CC(=NC1)N1CC2CC2C1 3-(5-Vinylpyridin-2-yl)-3-azabicyclo[3.1.0]hexane